C(C(=O)O)(=O)O.C(C1=CC=CC=C1)ON[C@@H]1CC[C@H](NC1)C(=O)OCC ethyl (2S,5R)-5-[(benzyloxy)amino]piperidine-2-carboxylate oxalate salt